2-(4-methyl-4H-[1,2,4]triazol-3-ylsulfanyl)-5-nitro-N-(4-trifluoromethyl-phenyl)-benzamide CN1C(=NN=C1)SC1=C(C(=O)NC2=CC=C(C=C2)C(F)(F)F)C=C(C=C1)[N+](=O)[O-]